4-(3,4-dimethylphenoxy)phenylhydrazine hydrochloride Cl.CC=1C=C(OC2=CC=C(C=C2)NN)C=CC1C